CN(CCN(C1=C(C=C(C=C1)C1=C(OC=2N=CN=C(C21)N[C@H]2[C@H](CCCC2)O)C2=CC=CC=C2)NC(C=C)=O)C)C N-[2-{[2-(Dimethylamino)ethyl](methyl)amino}-5-(4-{[(1R,2S)-2-hydroxycyclohexyl]amino}-6-phenylfuro[2,3-d]pyrimidin-5-yl)phenyl]prop-2-enamide